The molecule is a form of tetrahydrofolate that acts as a donor of formyl groups in anabolism. In these reactions 10-formyltetrahydrofolic acid is used as a substrate in formyltransferase reactions, which is important in purine biosynthesis. It has a role as an Escherichia coli metabolite and a mouse metabolite. It is a conjugate acid of a 10-formyltetrahydrofolate(2-). C1[C@@H](NC2=C(N1)N=C(NC2=O)N)CN(C=O)C3=CC=C(C=C3)C(=O)N[C@@H](CCC(=O)O)C(=O)O